SCC(=O)N(CC1=C(C=C(C=C1)C#N)F)CC=1OC(=NN1)N sulfanyl-N-[(5-amino-1,3,4-oxadiazol-2-yl)methyl]-N-[(4-cyano-2-fluoro-phenyl)methyl]acetamide